2-(4-{[(tert-butoxy)carbonyl](hydroxy)amino}-3-(4-methanesulfonylphenyl)-4-methyl-5-oxo-4,5-dihydro-1H-pyrazol-1-yl)acetic acid C(C)(C)(C)OC(=O)N(C1(C(=NN(C1=O)CC(=O)O)C1=CC=C(C=C1)S(=O)(=O)C)C)O